BrC1=CC=C(CN2C(N(C(C2CCC(=O)NCCC(=O)NO)=O)C2=CC=CC=C2)=O)C=C1 3-(3-(4-bromobenzyl)-2,5-dioxo-1-phenylimidazolin-4-yl)-N-(3-(hydroxylamino)-3-oxopropyl)propanamide